[Si](C)(C)(C(C)(C)C)OCCCCCCC=O 7-((tert-butyldimethylsilyl)oxy)heptanal